C(CCCCCCCCCCC)(=O)OO.FC=1C(NC(N(C1)[C@@H]1O[C@]([C@H]([C@@H]1F)OC(C1=CC=CC=C1)(C1=CC=CC=C1)C1=CC=C(C=C1)OC)(CI)CO)=O)=O 5-fluoro-1-[(2R,3S,4R,5R)-3-fluoro-5-(hydroxymethyl)-5-(iodomethyl)-4-[(4-methoxyphenyl)diphenylmethoxy]oxolan-2-yl]-3H-pyrimidine-2,4-dione peroxylaurate